[N+](#[C-])C(CCCCC=C)(CCCCC=C)S(=O)(=O)C1=CC=C(C=C1)C 1-((7-isocyanotrideca-1,12-dien-7-yl)sulfonyl)-4-methylbenzene